CN(C(CN1C(N(C(C(=C1)C(=O)O)=O)C1=CC=C(C=C1)F)=O)=O)C 1-(2-(dimethylamino)-2-oxoethyl)-3-(4-fluorophenyl)-2,4-dioxo-1,2,3,4-tetrahydropyrimidine-5-carboxylic acid